(Z)-3-((1H-Imidazol-5-yl)methylene)-5-(6-(adamantan-1-ylamino)pyrazin-2-yl)indolin-2-one N1C=NC=C1\C=C\1/C(NC2=CC=C(C=C12)C1=NC(=CN=C1)NC12CC3CC(CC(C1)C3)C2)=O